C(C)(C)(C)P(C1=C(C=CC=C1C1=C(C(=C(C=C1C(C)C)C(C)C)C)C(C)C)Cl)C(C)(C)C di-tert-butyl([2-chloro-6-[3-methyl-2,4,6-tris(propan-2-yl)phenyl]phenyl])phosphane